(S)-2,2-dimethyl-3-oxo-N-(1-(4-(trifluoromethyl)phenyl)ethyl)butanamide CC(C(=O)N[C@@H](C)C1=CC=C(C=C1)C(F)(F)F)(C(C)=O)C